C12(CC(=CC2C1)C(=O)O)C(=O)O bicyclo[3.1.0]hex-3-ene-1,3-dicarboxylic acid